5',6-dimethyl-2H-[1,4'-bipyridin] CC=1C(=CC=NC1)N1CC=CC=C1C